OC(C(=O)O)CO 2,3-dihydroxypropanoic acid